C12(CC(C1)C2)NC(=O)C=2C(N(C1=NC=C(C=C1C2O)C2=CCCC2)CCN2CCOCC2)=O N-(bicyclo[1.1.1]pent-1-yl)-6-(cyclopent-1-en-1-yl)-4-hydroxy-1-(2-morpholinoethyl)-2-oxo-1,2-dihydro-1,8-naphthyridine-3-carboxamide